C(#N)C1(CC1)C=1C(=NC=C(C1)C(F)(F)F)C#N 3-(1-cyanocyclopropyl)-5-(trifluoromethyl)pyridine-2-carbonitrile